4-amino-N-((1S,2R)-5-bromo-2-(difluoromethoxy)-2,3-dihydro-1H-inden-1-yl)-7-fluoro-N-methylimidazo[1,5-a]quinoxaline-8-carboxamide NC=1C=2N(C3=CC(=C(C=C3N1)F)C(=O)N(C)[C@@H]1[C@@H](CC3=CC(=CC=C13)Br)OC(F)F)C=NC2